C(C1=CC=CC=C1)(=O)N1CCCC2=CC(=CC=C12)NS(=O)(=O)C1=C(C=C(C(=C1)F)C)OC N-benzoyl-6-(2-methoxy-5-fluoro-4-methylbenzenesulfonamido)-1,2,3,4-tetrahydroquinoline